BrCC1=C(C(=NN1[C@H](CO[Si](C)(C)C(C)(C)C)C)C)I [(2S)-2-[5-(bromomethyl)-4-iodo-3-methyl-pyrazol-1-yl]propoxy]-tert-butyl-dimethyl-silane